methyl 3-bromo-2,2-dimethylpropionate BrCC(C(=O)OC)(C)C